C1(CC1)C1=NNC(=N1)C1CC2(CN(C2)C(=O)N2CC3(C2)CN(C3)CC=3C(=NN(C3)CC(F)(F)F)C)C1 [6-(3-cyclopropyl-1H-1,2,4-triazol-5-yl)-2-azaspiro[3.3]heptan-2-yl]-[6-[[3-methyl-1-(2,2,2-trifluoroethyl)pyrazol-4-yl]methyl]-2,6-diazaspiro[3.3]heptan-2-yl]methanone